S(=O)(=O)(O)OOC1CCCCC1 cyclohexyl sulfo peroxide